Cl.CC(CCC(=O)N)C 4-methylpentanamide hydrochloride